2-(3,4-dihydro-2H-pyrrolo[3',2':5,6]pyrido[2,3-b][1,4]oxazepin-1(7H)-yl)-N-((4-((((2R,5S)-5-morpholinotetrahydro-2H-pyran-2-yl)methyl)amino)-3-nitrophenyl)sulfonyl)benzamide N1(C2=C(OCCC1)N=C1C(=C2)C=CN1)C1=C(C(=O)NS(=O)(=O)C2=CC(=C(C=C2)NC[C@@H]2OC[C@H](CC2)N2CCOCC2)[N+](=O)[O-])C=CC=C1